2-[(4-bromophenoxy)methyl]oxirane BrC1=CC=C(OCC2OC2)C=C1